The molecule is a physalin with antimalarial and antitumour activities isolated from Physalis angulata. It has a role as an antimalarial, an antineoplastic agent, an antileishmanial agent, an apoptosis inducer and an immunosuppressive agent. It is an enone, a lactone, a physalin and an epoxy steroid. C[C@]12C[C@@H]3[C@]4([C@]56[C@H]1C(=O)[C@](O5)([C@@H]7C[C@@H]8[C@]9(O8)CC=CC(=O)[C@@]9([C@H]7CC[C@]6(C(=O)O4)O)C)OC[C@H]2C(=O)O3)C